tert-butyl-3-(hydroxymethyl)pyrrolidine-1-carboxylate C(C)(C)(C)OC(=O)N1CC(CC1)CO